O=C1NC(CCC1N1C(C2=CC=C(C=C2C1=O)OCCOCCOCCOC1=NC=C(C=C1)C1=CC=C2C(=N1)N(C1=C2C=NC=C1)C)=O)=O 2-(2,6-dioxopiperidin-3-yl)-5-(2-(2-(2-((5-(9-methyl-9H-pyrrolo[2,3-b:4,5-c']dipyridin-2-yl)pyridin-2-yl)oxy)ethoxy)ethoxy)ethoxy)isoindoline-1,3-dione